N-(2-hydroxyethyl)imidazole 9-fluorenylmethyl-carbonate C1=CC=CC=2C3=CC=CC=C3C(C12)COC(O)=O.OCCN1C=NC=C1